FC1=C(C=CC(=C1)F)[C@H]1[C@@H](CC=C(C1)CCC=C(C)C)C(=O)C1=C(C=CC=C1O)O (trans-2',4'-difluoro-5-(4-methylpent-3-en-1-yl)-1,2,3,6-tetrahydro-[1,1'-biphenyl]-2-yl)(2,6-dihydroxyphenyl)methanone